[Ni].[Cu] copper-nickel salt